C(#N)C1=CC(=CC2=C1SC(=C2)C=2SC(=C(N2)C)C(=O)O)OCP 2-(7-Cyano-5-(phosphinomethoxy)benzo[b]thiophen-2-yl)-4-methylthiazole-5-carboxylic acid